4-tert-butylphenyl-phenyl carbonate C(OC1=C(C=CC=C1)C1=CC=C(C=C1)C(C)(C)C)([O-])=O